[B].[B].[Hf] hafnium boride